CN(C)\C=C\1/C(N(CC1=O)C(=O)OC(C)(C)C)C(=O)OCC 1-(tert-butyl) 2-ethyl (E)-3-((dimethylamino)methylene)-4-oxo-pyrrolidine-1,2-dicarboxylate